Cl.Cl.CC1=C(C(=C2C(=N1)CNC2)C)C 2,3,4-trimethyl-6,7-dihydro-5H-pyrrolo[3,4-b]pyridine, dihydrochloride salt